COC(=O)C=1C(N(C2=CC(=CC=C2C1N)C(F)(F)F)C=1C=NC(=CC1)C)=O 4-Amino-1-(6-methylpyridin-3-yl)-2-oxo-7-(trifluoromethyl)-1,2-dihydroquinoline-3-carboxylic acid methyl ester